C[N+](CCCS(=O)(=O)[O-])(CCCC(NCCOCCOCCOCCOCCOCCOCCOCCOCCC(NCCCCCC(NCCC=O)=O)=O)=O)C 4,4-dimethyl-8,36,43,47-tetraoxo-12,15,18,21,24,27,30,33-octaoxa-4,9,37,44-tetraazaheptatetracontan-4-ium-1-sulfonate